C1(CCCCC1)CC(C1=CC=C(C=C1)OC(F)(F)F)N1C[C@@H](N(C[C@H]1CC)C1=CC(N(C=2C=CC(=NC12)C#N)C)=O)C 8-[(2s,5r)-4-{2-cyclohexyl-1-[4-(trifluoromethoxy)phenyl]ethyl}-5-ethyl-2-methylpiperazin-1-yl]-5-methyl-6-oxo-5,6-dihydro-1,5-naphthyridine-2-carbonitrile